isoindoloquinoxaline N1C=CN=C2C=3C(=CC=C12)C1=CN=CC1=CC3